OC1=CC=C(C(=O)C2=CC(=CC=C2)C(C2=CC=C(C=C2)O)=O)C=C1 1,3-bis(4'-hydroxybenzoyl)benzene